ClC1=CC=C(S1)CNC1=CC(=NN1C(C(C)(C)C)=O)C1NCCN(C1)C=1OC=C(N1)CO 1-(5-{[(5-Chlorothiophen-2-yl)methyl]amino}-3-{4-[4-(hydroxymethyl)-1,3-oxazol-2-yl]piperazin-2-yl}-1H-pyrazol-1-yl)-2,2-dimethylpropan-1-on